4-chloro-6-[(1S)-1-[(2S,4S)-4-fluoro-1-methylpyrrolidin-2-yl]ethoxy]-2-{3-[2-(2-fluorophenyl)propan-2-yl]-1,2,4-oxadiazol-5-yl}pyrimidine ClC1=NC(=NC(=C1)O[C@@H](C)[C@H]1N(C[C@H](C1)F)C)C1=NC(=NO1)C(C)(C)C1=C(C=CC=C1)F